6-((1S,4S)-2,5-Diazabicyclo[2.2.2]octan-2-yl)-N-(2-fluoro-3-methylphenyl)pyrido[3,2-d]pyrimidin-4-amine [C@@H]12N(C[C@@H](NC1)CC2)C=2C=CC=1N=CN=C(C1N2)NC2=C(C(=CC=C2)C)F